(R)-3-((4-(4-bromo-2-methoxyphenyl)phthalazin-1-yl)amino)piperidine-1-carboxylic acid tert-butyl ester C(C)(C)(C)OC(=O)N1C[C@@H](CCC1)NC1=NN=C(C2=CC=CC=C12)C1=C(C=C(C=C1)Br)OC